S1(C2=C(NCC1)C=CC=C2)(=O)=O 3,4-dihydro-2H-benzo[b][1,4]thiazine 1,1-dioxide